(1-benzylpiperidin-3-yl)-4-butoxy-3,5-dimethoxybenzamide C(C1=CC=CC=C1)N1CC(CCC1)C1=C(C(=O)N)C=C(C(=C1OC)OCCCC)OC